CO[C@]1(COCC1)C1=CC(=CC(=N1)N1N=C(C=2C=NC(=CC21)NC(=O)N)C=2C=NN(C2)C)C (S)-1-(1-(6-(3-Methoxytetrahydrofuran-3-yl)-4-methylpyridin-2-yl)-3-(1-methyl-1H-pyrazol-4-yl)-1H-pyrazolo[4,3-c]pyridine-6-yl)urea